C(C)N(CCNC(CC1N(C(CC1)=O)CC1=C(C(=CC=C1)F)F)=O)CC N-[2-(diethylamino)ethyl]-2-[1-[(2,3-difluorophenyl)methyl]-5-oxopyrrolidin-2-yl]acetamide